COC1=C(C=C(C=C1)N1CC2(CCOC2)CC1)S(=O)(=O)NC(=O)C1=NC2=CC=CC(=C2C=C1)N1N=CC=C1 N-((2-methoxy-5-(2-oxa-7-azaspiro[4.4]nonan-7-yl)phenyl)sulfonyl)-5-(1H-pyrazol-1-yl)quinoline-2-carboxamide